NC1=NN(C=C1)C1=CC=C(C=N1)C1=NN(C(=C1C1=C2C=NNC2=CC(=C1Cl)C)C)C1CC2(CN(C2)C(C=C)=O)C1 1-(6-(3-(6-(3-amino-1H-pyrazol-1-yl)pyridin-3-yl)-4-(5-chloro-6-methyl-1H-indazol-4-yl)-5-methyl-1H-pyrazol-1-yl)-2-azaspiro[3.3]heptan-2-yl)prop-2-en-1-one